2-(4-((4-methoxybenzyl)oxy)-3-nitrophenyl)-3-oxobutanoic acid methyl ester COC(C(C(C)=O)C1=CC(=C(C=C1)OCC1=CC=C(C=C1)OC)[N+](=O)[O-])=O